glutaraldehyde glycidyl-methacrylate C(C1CO1)OC(C(=C)C)=O.C(CCCC=O)=O